N1=CC=C2N1N=CC=C2 pyrazolo[1,5-b]pyridazin